CC1N(CC=2C=CC(=NC2C1)OS(=O)(=O)C(F)(F)F)C(=O)OC(C)(C)C tert-butyl 7-methyl-2-(trifluoromethylsulfonyloxy)-7,8-dihydro-5H-1,6-naphthyridine-6-carboxylate